NC1=C(C2=C(C=3N(C(=C2)C)C=CN3)N1C1=C(C(=CC=C1Cl)O)C)C(=O)N 8-amino-9-(6-chloro-3-hydroxy-2-methylphenyl)-5-methyl-9H-imidazo[1,2-a]pyrrolo[2,3-c]pyridine-7-carboxamide